tert-Butyl (1S,2R)-2-(3-oxo-7-phenyl-4-(m-tolylamino)-2,3-dihydro-1H-pyrrolo[3,4-c]pyridin-6-ylamino)cyclohexylcarbamate O=C1NCC2=C1C(=NC(=C2C2=CC=CC=C2)N[C@H]2[C@H](CCCC2)NC(OC(C)(C)C)=O)NC=2C=C(C=CC2)C